C(C)OC1=CC=CC2=C1OC=1CN(CCC12)CCCCN1N=CC(N(C1=O)C)=O 2-(4-(8-ethoxy-3,4-dihydrobenzofuro[2,3-c]pyridin-2(1H)-yl)butyl)-4-methyl-1,2,4-triazine-3,5(2H,4H)-dione